C1(CC1)CN1CC2=NC(=CC=C2C1)C1=NSC(=N1)NC1=NC=CC=C1C 3-(6-(cyclopropylmethyl)-6,7-dihydro-5H-pyrrolo[3,4-b]pyridin-2-yl)-N-(3-methylpyridin-2-yl)-1,2,4-thiadiazol-5-amine